3-(4-(4-((5-cyclopropyl-3-(2-ethoxy-6-fluorophenyl)isoxazol-4-yl)methoxy)piperidin-1-yl)phenyl)-1,2,4-oxadiazol-5(4H)-one C1(CC1)C1=C(C(=NO1)C1=C(C=CC=C1F)OCC)COC1CCN(CC1)C1=CC=C(C=C1)C1=NOC(N1)=O